2-(2-(1,1-difluoroethyl)-4-isopropyl-7-oxothiazolo[4,5-d]Pyridazin-6(7H)-yl)acetamide FC(C)(F)C=1SC2=C(C(=NN(C2=O)CC(=O)N)C(C)C)N1